CC1=NOC(=C1C1=CNC=2N=CN=C(C21)N2CCOCC2)C 4-(5-(3,5-dimethylisoxazol-4-yl)-7H-pyrrolo[2,3-d]pyrimidin-4-yl)morpholine